[(4-Bromo-3-fluorophenyl)imino](dimethyl)(oxo)-λ6-sulfane BrC1=C(C=C(C=C1)N=S(=O)(C)C)F